2-[3-(2-(adamantanecarboxamido)-ethyl)-1H-indol-2-yl]-acetic acid isopropyl ester C(C)(C)OC(CC=1NC2=CC=CC=C2C1CCNC(=O)C12CC3CC(CC(C1)C3)C2)=O